ClCC=1OC(=NN1)C(F)(F)F 2-chloromethyl-5-trifluoromethyl-1,3,4-oxadiazole